7-Chloro-4-(1-(5-(((2-methoxyethyl)(methyl)amino)methyl)pyrimidin-2-yl)piperidin-4-yl)-1-Methyl-1,4-dihydropyrido[2,3-b]pyrazine-2,3-dione ClC1=CC2=C(N(C(C(N2C)=O)=O)C2CCN(CC2)C2=NC=C(C=N2)CN(C)CCOC)N=C1